FC1=CC=C(C=C1)C=1N=CN(C1C1=CC=NC=C1)CC(=O)N1CCNCC1 2-[4-(4-fluorophenyl)-5-(pyridin-4-yl)-1H-imidazol-1-yl]-1-(piperazin-1-yl)ethan-1-one